2-hydroxy-3-Phenoxypropyl acrylate C(C=C)(=O)OCC(COC1=CC=CC=C1)O